Methyl 3-[[(1R)-1-(2-ethylsulfanyl-3,6-dimethyl-4-oxo-chromen-8-yl)ethyl]amino]-6-(trifluoromethyl)pyridine-2-carboxylate C(C)SC=1OC2=C(C=C(C=C2C(C1C)=O)C)[C@@H](C)NC=1C(=NC(=CC1)C(F)(F)F)C(=O)OC